CC1(OB(OC1(C)C)C1=CC(=C(C=C1)[C@@H](C)[C@H]1O[C@@H]([C@H]([C@@H]([C@@H]1OCC1=CC=CC=C1)OCC1=CC=CC=C1)OCC1=CC=CC=C1)COCC1=CC=CC=C1)C)C 4,4,5,5-tetramethyl-2-(3-methyl-4-((R)-1-((2R,3R,4R,5R,6R)-3,4,5-tris(benzyloxy)-6-((benzyloxy)methyl)tetrahydro-2H-pyran-2-yl)ethyl)phenyl)-1,3,2-dioxaborolane